tert-butyl (4-(morpholine-4-carbonyl)phenyl)carbamate N1(CCOCC1)C(=O)C1=CC=C(C=C1)NC(OC(C)(C)C)=O